BrC=1C=CC2=C(C(=CS2)C[C@H](C(=O)OC(C)(C)C)[C@@H]2CN(CC2)C(=O)OC(C)(C)C)C1 tert-butyl (3R)-3-[(2S)-3-(5-bromo-1-benzothiophene-3-yl)-1-(tert-butoxy)-1-oxopropan-2-yl]pyrrolidine-1-carboxylate